(S)-(3-(3-fluorophenyl)-3-hydroxypropoxy)carbamic acid tert-butyl ester C(C)(C)(C)OC(NOCC[C@H](O)C1=CC(=CC=C1)F)=O